FC=1C=C(C=CC1F)[C@H]1[C@@H](CN(C1)CCOC)NC(NC1=C(C(=NN1C1=CC=CC=C1)C(=O)OCC)C)=O ethyl 5-(3-((3S,4R)-4-(3,4-difluorophenyl)-1-(2-methoxyethyl) pyrrolidin-3-yl) ureido)-4-methyl-1-phenyl-1H-pyrazole-3-carboxylate